Methyl 2-(3,4-dihydro-2H-pyrrol-5-yl)hydrazine-1-carboxylate N=1CCCC1NNC(=O)OC